C(C)(=O)N[C@H]1C(S)O[C@@H]([C@@H]([C@@H]1O)O)CO 2-N-acetyl-1-thio-galactosamine